C(C1=CC=CC=C1)N(C=1C=C(C(C(=O)OC)=CC1)C(=O)OC)CC1=CC=CC=C1 Dimethyl 4-(dibenzylamino)phthalate